Zinc Undecylate C(CCCCCCCCCC)(=O)[O-].[Zn+2].C(CCCCCCCCCC)(=O)[O-]